(1R,2R)-ethyl 2-(1-((tert-butyldiphenylsilyl)oxy)but-3-en-1-yl)cyclopropanecarboxylate [Si](C1=CC=CC=C1)(C1=CC=CC=C1)(C(C)(C)C)OC(CC=C)[C@H]1[C@@H](C1)C(=O)OCC